FC1=CC(=C(C(=C1)C(F)(F)F)O)I 4-Fluoro-2-iodo-6-(trifluoromethyl)phenol